5-amino-2-(6-chloro-2-((3-methylpyridin-2-yl)amino)pyridin-3-yl)-6-(5-methyl-1H-indazol-4-yl)pyrimidine-4-carboxamide zinc N,N-di-n-butyldithiocarbamate C(CCC)N(C([S-])=S)CCCC.[Zn+2].NC=1C(=NC(=NC1C1=C2C=NNC2=CC=C1C)C=1C(=NC(=CC1)Cl)NC1=NC=CC=C1C)C(=O)N.C(CCC)N(C([S-])=S)CCCC